O=C1C=2N(C3=C(N1)N=C(C=C3)C(=O)OC)C=CC2 methyl 6-oxo-5,6-dihydropyrido[2,3-e]pyrrolo[1,2-a]pyrazine-3-carboxylate